BrC1=CC=C(C=C1)C1=CC=C(C=C1)Cl 4-bromo-4'-chloro-1,1-biphenyl